tert-butyl (4-((2-chloropyridin-4-yl)methoxy)naphthalenyl)carbamate ClC1=NC=CC(=C1)COC1=CC=C(C2=CC=CC=C12)NC(OC(C)(C)C)=O